C(C1=CC=CC=C1)O[C@H]1[C@@H](CCCC1)N (1R,2R)-2-(benzyloxy)cyclohexane-1-amine